FC(OC=1C=NC(=NC1)NC1CCN(CC1)S(=O)(=O)C=1C=C(C=CC1)CCCN1CCC(CC1)C1=CC=C2C(=NN(C2=C1)C)N1C(NC(CC1)=O)=O)F 1-(6-(1-(3-(3-((4-((5-(difluoromethoxy)-pyrimidin-2-yl)amino)piperidin-1-yl)sulfonyl)-phenyl)propyl)piperidin-4-yl)-1-methyl-1H-indazol-3-yl)dihydropyrimidine-2,4(1H,3H)-dione